C(CCC)C1=NCCC2=CC(=CC=C12)Br butyl-6-bromo-3,4-dihydroisoquinoline